O=S1(N(CC(N1)=O)C1=C(C=C(C=C1O)C1=CC=C(O1)C(=O)NCCC(C)(C)O)F)=O 5-(4-(1,1-Dioxo-4-oxo-1,2,5-thiadiazolidin-2-yl)-3-fluoro-5-hydroxyphenyl)-N-(3-hydroxy-3-methylbutyl)furan-2-carboxamide